C(#N)C1=C(C(=O)O)C(=CC(=C1)[N+](=O)[O-])F 2-cyano-6-Fluoro-4-nitrobenzoic acid